2-(4-Chlorophenyl)-2-hydroxy-N-phenylacetamide ClC1=CC=C(C=C1)C(C(=O)NC1=CC=CC=C1)O